ClC1=C(C=CC=C1)C1=CC=C(C=C1)[C@H](C)NC(=O)C1NCC(C1)O N-((S)-1-(2'-chloro-[1,1-biphenyl]-4-yl)ethyl)-4-hydroxypyrrolidine-2-carboxamide